C(C)NS(=O)(=O)N1C[C@H](CC1)NC1=C2N=CN(C2=NC(=N1)N[C@H](C(C)=O)CC)CC (S)-N-ethyl-3-((9-ethyl-2-(((S)-2-oxopentan-3-yl)amino)-9H-purin-6-yl)amino)-pyrrolidine-1-sulfonamide